ClC1=C(C=CC(=C1)C)C=1CCCC2=C(C1C1=CC=C(C=C1)O[C@@H]1CN(CC1)CCCF)C=CC(=C2)C#N (S)-8-(2-chloro-4-methylphenyl)-9-(4-((1-(3-fluoropropyl)pyrrolidin-3-yl)oxy)phenyl)-6,7-dihydro-5H-benzo[7]annulene-3-carbonitrile